ClC1=C(C=C2C(=CNC2=C1)C(=O)OC(C)(C)C)B1OCC(CO1)(C)C tert-butyl 6-chloro-5-(5,5-dimethyl-1,3,2-dioxaborinan-2-yl)-1H-indole-3-carboxylate